[C-]#N.C(CCCCCC)[NH+]1C(=CC=C1)CCC 1-Heptyl-2-propylpyrrolium cyanid